2-((1S,4S,5R)-5-((5-cyclopropyl-3-(4-methoxyphenyl)isoxazol-4-yl)methoxy)-2-azabicyclo[2.2.1]heptan-2-yl)-4-fluorobenzo[d]thiazole-6-carboxylic acid C1(CC1)C1=C(C(=NO1)C1=CC=C(C=C1)OC)CO[C@H]1[C@@H]2CN([C@H](C1)C2)C=2SC1=C(N2)C(=CC(=C1)C(=O)O)F